2-((cyclopropylmethyl)thio)-5-nitropyrimidine-4,6-diol C1(CC1)CSC1=NC(=C(C(=N1)O)[N+](=O)[O-])O